C1(=CC=CC=C1)P(C1=C2OC=3C(=CC=CC3C(C2=CC=C1)(C)C)P(C1=CC=CC=C1)C1=CC=CC=C1)C1=CC=CC=C1 (5-diphenylphosphanyl-9,9-dimethylxanthen-4-yl)-diphenylphosphane